(2E)-1-(3-chlorophenyl)-3-(dimethylamino)-2-propen-1-one ClC=1C=C(C=CC1)C(\C=C\N(C)C)=O